CSC=1N=NC(=CN1)C1=C(C=C(C=C1)C(F)(F)F)CC(F)(F)F 3-(methylthio)-6-(2-(2,2,2-trifluoroethyl)-4-(trifluoromethyl)phenyl)-1,2,4-triazine